4-[4-(1,2,3,3a,4,6,7,7a-Octahydropyrrolo[3,4-c]pyridin-5-yl)-1-(4-cyclopropylphenyl)-6-oxopyrimidin-2-yl]-2-fluorobenzonitril C1NCC2CN(CCC21)C=2N=C(N(C(C2)=O)C2=CC=C(C=C2)C2CC2)C2=CC(=C(C#N)C=C2)F